CC1(C[C@H](N(C1=O)C(=O)OC(C)(C)C)C(=O)OC)C 1-(tert-butyl) 2-methyl (S)-4,4-dimethyl-5-oxopyrrolidine-1,2-dicarboxylate